Benzyl (4-((chlorosulfonyl)oxy)-3,3-dimethylbutyl) adipate C(CCCCC(=O)OCCC(COS(=O)(=O)Cl)(C)C)(=O)OCC1=CC=CC=C1